2-((4-bromo-3-(trifluoromethyl)phenoxy)methyl)-1,1,1,3,3,3-hexafluoropropan-2-ol BrC1=C(C=C(OCC(C(F)(F)F)(C(F)(F)F)O)C=C1)C(F)(F)F